FC1=C(C=CC(=C1F)OC)C1=CN=C2N1C=CN=C2NC2=CC(=C(C(=O)NCCCNCC#C)C=C2)CC 4-((3-(2,3-difluoro-4-methoxyphenyl)imidazo[1,2-a]pyrazin-8-yl)amino)-2-ethyl-N-(3-(prop-2-yn-1-ylamino)propyl)benzamide